sodium rel-(3R,5S,E)-3,5-dihydroxy-7-(1-isopropyl-3-(p-tolyl)-1H-indol-2-yl)hept-6-enoate O[C@@H](CC(=O)[O-])C[C@@H](\C=C\C=1N(C2=CC=CC=C2C1C1=CC=C(C=C1)C)C(C)C)O.[Na+] |o1:1,7|